CSC(CN1C(CCCC1)C=1NC=C(N1)C1=C(C=CC=C1)C)C 2-(methylthio)-1-(2-(4-(o-tolyl)-1H-imidazol-2-yl)piperidin-1-yl)propan